beryllium oxide copper [Cu+2].[O-2].[Be+2].[O-2]